2-((5-cyclopropyl-3-(2,6-dichloro-4-fluorophenyl)isoxazol-4-yl)methoxy)-10H-spiro[benzo[6,7]oxepino[3,2-b]pyridine-11,1'-cyclopropane]-7-carboxylic acid C1(CC1)C1=C(C(=NO1)C1=C(C=C(C=C1Cl)F)Cl)COC1=CC=C2C(=N1)C1(CC1)CC1=C(O2)C=C(C=C1)C(=O)O